4-((2-(3,4-dichlorophenyl)thiazol-4-yl)(methyl)amino)-1H-1,2,3-triazole-5-carboxylic acid ClC=1C=C(C=CC1Cl)C=1SC=C(N1)N(C=1N=NNC1C(=O)O)C